2-(2-methoxyphenyl)-2-((tetrahydro-2H-pyran-4-yl)oxy)ethanol COC1=C(C=CC=C1)C(CO)OC1CCOCC1